FC=1C=C(C=C(C1)F)[C@H]1N(OCC1)C(=O)C1CCN(CC1)C1=CC(=NC=N1)C(=O)N (S)-6-(4-(3-(3,5-difluorophenyl)isoxazolidine-2-carbonyl)piperidin-1-yl)pyrimidine-4-carboxamide